(S)-1-(4-methyl-2-(3-phenylpropyl)thiazol-5-yl)pyrrolidine-2-carboxamide CC=1N=C(SC1N1[C@@H](CCC1)C(=O)N)CCCC1=CC=CC=C1